C(C)(C)OCC1=C(C=CC=C1)B(O)O 2-(isopropoxymethyl)phenylboronic acid